(E)-1,3-diphenylprop-2-en-1-one C1(=CC=CC=C1)C(\C=C\C1=CC=CC=C1)=O